ClC1=CC=C(C=C1)C1=C(N=C(N1)C1=CC=C(OCC=2C=C(C#N)C=CC2)C=C1)C 3-((4-(5-(4-chlorophenyl)-4-methyl-1H-imidazol-2-yl)phenoxy)methyl)benzonitrile